5-ethynyl-6-fluoro-4-(8-fluoro-2-{[(2R,7aS)-2-fluorotetrahydro-1H-pyrrolizin-7a(5H)-yl]methoxy}-4-[(2S)-2-(methoxymethyl)piperidin-1-yl]pyrido[4,3-d]pyrimidin-7-yl)naphthalen-2-ol C(#C)C1=C2C(=CC(=CC2=CC=C1F)O)C1=C(C=2N=C(N=C(C2C=N1)N1[C@@H](CCCC1)COC)OC[C@]12CCCN2C[C@@H](C1)F)F